(4R)-4-[3-Oxo-3-[6-[[6-(trifluoromethyl)-3-pyridyl]methyl]-2-azaspiro[3.3]heptan-2-yl]propyl]oxazolidin-2-one O=C(CC[C@H]1NC(OC1)=O)N1CC2(C1)CC(C2)CC=2C=NC(=CC2)C(F)(F)F